C(C)(=O)OC1=C(C2=CC=CC=C2C=C1)/C=C/C1=CC=NC=C1 (E)-4-(2-(2-acetoxynaphthalen-1-yl)vinyl)pyridine